fluorine silicon copper [Cu].[Si].[F]